2-FLUORO-3-FORMYLPYRIDINE FC1=NC=CC=C1C=O